(S)-2-((2S,3R)-1-amino-3-hydroxy-1-oxobutan-2-yl)-1-oxo-2,5-diazaspiro[3.4]octane-5-carboxylic acid tert-butyl ester C(C)(C)(C)OC(=O)N1[C@]2(CN(C2=O)[C@H](C(=O)N)[C@@H](C)O)CCC1